FC(C=1C=C(C=CC1)C1=C(NC=2C1=NC=CC2)C2=C(C=NC=C2)O[C@H]2CN(CC2)C(C=C)=O)(F)F |r| 1-{(3RS)-3-[(4-{3-[3-(trifluoromethyl)phenyl]-1H-pyrrolo[3,2-b]pyridin-2-yl}pyridin-3-yl)oxy]pyrrolidin-1-yl}prop-2-en-1-one